CC1=CC=2C(C3=CC=CC=C3C(C2C=C1)(OC(CCCCC)=O)C)(OC(CCCCC)=O)C 2-methyl-9,10-dimethyl-9,10-bis(n-hexanoyloxy)anthracene